C(C1=CC=CC=C1)N(C(CC[C@@H](C=O)NC([C@H](CC1CCCCC1)NC(OCC1=CC(=CC=C1)Cl)=O)=O)=O)C 3-chlorobenzyl ((S)-1-(((S)-5-(benzyl(methyl)amino)-1,5-dioxopentan-2-yl)amino)-3-cyclohexyl-1-oxopropan-2-yl)carbamate